BrC=1C(=C(C=C(C1)Cl)[C@H]1[C@@H](N(CCN1)C(=O)OC(C)(C)C)C)F trans-tert-butyl 3-(3-bromo-5-chloro-2-fluorophenyl)-2-methylpiperazine-1-carboxylate